5-norbornene-2,3-dicarboximido tosylate S(=O)(=O)(ON1C(=O)C2C3C=CC(C2C1=O)C3)C3=CC=C(C)C=C3